1-isopropyl-9-(1-isopropylpiperidin-4-yl)-1,5,9,10-tetrahydro-1,2,4,5,8,9-hexaazabenzo[cd]cyclopenta[h]azulene C(C)(C)N1N=C2C3=C(C=CC=4C(=C13)CN(N4)C4CCN(CC4)C(C)C)NN=C2